7-(3,5-dichlorophenyl)-2-(ethylsulfonyl)-3-(1-methyl-5-(trifluoromethyl)-1H-benzo[d]imidazol-2-yl)pyrazolo[1,5-a]pyrimidine ClC=1C=C(C=C(C1)Cl)C1=CC=NC=2N1N=C(C2C2=NC1=C(N2C)C=CC(=C1)C(F)(F)F)S(=O)(=O)CC